4-(4-nitrophenyl)-5-methyl-4-phenyl-3-trifluoromethyl-indolopyranone [N+](=O)([O-])C1=CC=C(C=C1)C1(C(C(OC2=C1N(C=1C=CC=CC12)C)=O)C(F)(F)F)C1=CC=CC=C1